C(#N)C=1C=CC2=CN(N=C2C1OC1CN(C1)CC(=O)O)CC1=C2C=CNC2=C(C=C1S(=O)(=O)C)C 2-(3-((6-cyano-2-((7-methyl-5-(methylsulfonyl)-1H-indol-4-yl)methyl)-2H-indazol-7-yl)-oxy)azetidin-1-yl)acetic acid